(2E)-3-[4-amino-2-(methylsulfanyl)pyrimidin-5-yl]prop-2-enoic acid ethyl ester C(C)OC(\C=C\C=1C(=NC(=NC1)SC)N)=O